N1-isopropyl-N2-phenyl-N2-(3-(1-(tetrahydro-2H-pyran-2-yl)-1H-pyrazol-4-yl)quinoxalin-6-yl)ethane-1,2-diamine C(C)(C)NCCN(C=1C=C2N=C(C=NC2=CC1)C=1C=NN(C1)C1OCCCC1)C1=CC=CC=C1